4-(chloromethyl)-N-(3-(N-(3-(2,6-dioxopiperidin-3-yl)phenyl)sulfamoyl)phenyl)benzamide ClCC1=CC=C(C(=O)NC2=CC(=CC=C2)S(NC2=CC(=CC=C2)C2C(NC(CC2)=O)=O)(=O)=O)C=C1